C(C)(C)N1N=C(C(=C1C)O)C1=C(C=CC=C1)C(C)C 1-isopropyl-5-methyl-3-(2-isopropylphenyl)-pyrazol-4-ol